CN1C(NC=2N=CN(C2C1=O)C)=O 1,7-dimethyl-3,7-dihydro-1H-purine-2,6-dione